C(#N)C(C1=CN=CC2=CC=CC=C12)NC(=O)C1N(CC2(C1)CCCC2)C(=O)OC(C)(C)C tert-butyl 3-((cyano(isoquinolin-4-yl)methyl)carbamoyl)-2-azaspiro[4.4]nonane-2-carboxylate